2-methyl-3-butenoic anhydride CC(C(=O)OC(C(C=C)C)=O)C=C